((2s,3s,4s,5r,6s)-4,5-dihydroxy-6-(hydroxymethyl)-2-(2-(2-methacrylamidoethoxy)ethoxy)tetrahydro-2H-pyran-3-yl)carbamic acid O[C@H]1[C@@H]([C@H](O[C@H]([C@@H]1O)CO)OCCOCCNC(C(=C)C)=O)NC(O)=O